CSC=1NC(C2=C(N1)CNC2)=O 2-(methylthio)-3,5,6,7-tetrahydro-4H-pyrrolo[3,4-d]pyrimidin-4-one